ClC1=C(/C(/N)=N/O)C=CC(=C1)N1CCC(CC1)OCC=1C(=NOC1C1CC1)C1=C(C=CC=C1Cl)Cl (Z)-2-chloro-4-(4-((5-cyclopropyl-3-(2,6-dichlorophenyl)isoxazol-4-yl)methoxy)piperidin-1-yl)-N'-hydroxybenzimidamide